CN(CCN(C1=C(C=C(C(=C1)OCC(F)(F)F)NC1=NC=CC(=N1)N1CC2(C3=NC(=CC=C31)C)CCCC2)[N+](=O)[O-])C)C N1-(2-(dimethylamino)ethyl)-N1-methyl-N4-(4-(5'-methylspiro[cyclopentane-1,3'-pyrrolo[3,2-b]pyridin]-1'(2'H)-yl)pyrimidin-2-yl)-2-nitro-5-(2,2,2-trifluoroethoxy)benzene-1,4-diamine